(dimethyl-cobalt) tin [Sn].C[Co]C